zinc 8-tridecenate C(CCCCCCC=CCCCC)(=O)[O-].[Zn+2].C(CCCCCCC=CCCCC)(=O)[O-]